p-tertiary butyl-phenetole C(C)(C)(C)C1=CC=C(C=C1)OCC